N-methyl-3-nitropyrazolo[1,5-a]pyrimidin-5-amine CNC1=NC=2N(C=C1)N=CC2[N+](=O)[O-]